COC=1C=C(C=CC1OC)CC[C@@H](O)C1=CC=CC(=N1)NC(CCC(=O)OC(C)(C)C)=O (R)-tert-butyl 4-(6-(3-(3,4-dimethoxyphenyl)-1-hydroxypropyl) pyridin-2-ylamino)-4-oxobutanoate